2-(4-((R)-2-(4-chloro-2-fluorophenyl)-2-methylbenzo[d][1,3]dioxol-4-yl)benzyl)-1-(((S)-oxetan-2-yl)methyl)-1H-benzo[d]imidazole-6-carboxylic acid ClC1=CC(=C(C=C1)[C@]1(OC2=C(O1)C=CC=C2C2=CC=C(CC1=NC3=C(N1C[C@H]1OCC1)C=C(C=C3)C(=O)O)C=C2)C)F